C(#N)C1=CC(=C(C(=O)NC)C=C1)C 4-cyano-N,2-dimethylbenzamide